[Ti].CC(C1=C(C(=C(C1C)C)C)C)(C)C trimethyl-(pentamethylcyclopentadiene) titanium